(R)-3-isopropyl-3,4-dihydroisoquinolin-1(2H)-one C(C)(C)[C@@H]1NC(C2=CC=CC=C2C1)=O